[2-(trifluoromethyl)pyridin-4-yl]methylamine FC(C1=NC=CC(=C1)CN)(F)F